m-((3-chloropropyl)sulfonamido)-L-phenylalanine ClCCCS(=O)(=O)NC=1C=C(C[C@H](N)C(=O)O)C=CC1